(2-Acetamido-5-(dimethylamino)pyridin-4-yl)carbamic acid tert-butyl ester C(C)(C)(C)OC(NC1=CC(=NC=C1N(C)C)NC(C)=O)=O